BrCC1CC(CC1)(F)F 3-(bromomethyl)-1,1-difluorocyclopentane